COC1=NC=C(C2=C1N=C(S2)[NH-])OCC(F)(F)F [4-methoxy-7-(2,2,2-trifluoro-ethoxy)-thiazolo[4,5-c]pyridin-2-yl]-amid